tert-butyl 4-(1-(3-chloro-2-cyanophenyl)-3-isopropyl-3-methyl-2-oxoindolin-5-yl)piperidine-1-carboxylate ClC=1C(=C(C=CC1)N1C(C(C2=CC(=CC=C12)C1CCN(CC1)C(=O)OC(C)(C)C)(C)C(C)C)=O)C#N